SC1(SC2=C(N1)C=CC=C2)C(=O)O.FC2=C(N)C=CC=C2C=2C=NN(C2)C 2-fluoro-3-(1-methyl-1H-pyrazol-4-yl)aniline 2-mercaptobenzothiazoleAt